(1-cyclopropyl-5-fluoro-1H-pyrazol-4-yl)-N-(piperidin-3-yl)sulfamide hydrochloride Cl.C1(CC1)N1N=CC(=C1F)N(S(=O)(=O)N)C1CNCCC1